C(C)(C)(C)OC(=O)N1[C@@H](C[C@](C1)(CO)O)C(=O)OCC1=CC=CC=C1 (2S,4S)-4-hydroxy-4-hydroxymethyl-pyrrolidine-1,2-dicarboxylic acid 2-benzyl 1-tert-butyl ester